(S)-2-(((3-butyl-3-ethyl-5-(4-fluorophenyl)-7-(methylthio)-1,1-dioxido-2,3,4,5-tetrahydro-1,5-benzothiazepin-8-yl)methyl)thio)-2-methylpropanoic acid C(CCC)[C@@]1(CS(C2=C(N(C1)C1=CC=C(C=C1)F)C=C(C(=C2)CSC(C(=O)O)(C)C)SC)(=O)=O)CC